(S)-3-(quinolin-3-yl)-3-(6-(2-(5,6,7,8-tetrahydro-1,8-naphthyridin-2-yl)ethyl)-2H-indazol-2-yl)propionic acid N1=CC(=CC2=CC=CC=C12)[C@H](CC(=O)O)N1N=C2C=C(C=CC2=C1)CCC1=NC=2NCCCC2C=C1